NC1=NC=CC=C1C1=NC=2C(=NC(=CC2)C2=CC=CC=C2)N1C1=CC=C(C(=O)NCC2=CC(=C(C=C2)C=O)O)C=C1 4-(2-(2-aminopyridin-3-yl)-5-phenyl-3H-imidazo[4,5-b]pyridin-3-yl)-N-(4-formyl-3-hydroxybenzyl)benzamide